tert-butyl (3S,4aS,9bS)-3-methyl-2-oxo-7-(trifluoromethyl)-3,4,4a,9b-tetrahydrobenzofuro[3,2-b]pyridine-1(2H)-carboxylate C[C@H]1C[C@H]2[C@@H](N(C1=O)C(=O)OC(C)(C)C)C1=C(O2)C=C(C=C1)C(F)(F)F